C1(CC1)C(C(=O)N1C(CC(C1)F)C(=O)NC(C1=CC=C(C=C1)C(C)C)C1=CC=CC=C1)=O 1-(2-cyclopropyl-2-oxoacetyl)-4-fluoro-N-{phenyl-[4-(prop-2-yl)phenyl]methyl}pyrrolidine-2-carboxamide